tert-butyl (3r,4r)-4-(((7-((tert-butoxycarbonyl) (3-methoxy-4-(pyridin-2-yl) benzyl) amino)-3-cyclopropylpyrazolo[1,5-a]pyrimidin-5-yl) amino) methyl)-3-hydroxypiperidine-1-carboxylate C(C)(C)(C)OC(=O)N(C1=CC(=NC=2N1N=CC2C2CC2)NC[C@@H]2[C@H](CN(CC2)C(=O)OC(C)(C)C)O)CC2=CC(=C(C=C2)C2=NC=CC=C2)OC